C1(CC1)C=1N=NN(C1)[C@@H](C(=O)N1[C@@H](C[C@H](C1)O)C(=O)NCC(CN1N=NC=C1)O)C(C)(C)C (2S,4R)-1-[(2R)-2-(4-cyclopropyltriazol-1-yl)-3,3-dimethyl-butanoyl]-4-hydroxy-N-[2-hydroxy-3-(triazol-1-yl)propyl]pyrrolidine-2-carboxamide